2-(5-Bromo-2-hydroxybenzoylamino)-2-(3-fluorophenyl)acetic acid ethyl ester C(C)OC(C(C1=CC(=CC=C1)F)NC(C1=C(C=CC(=C1)Br)O)=O)=O